OC=1C=C(C=CC1O)C(C1=C(C(=C(C(=C1)C)O)C)C)C1=C(C(=C(C(=C1)C)O)C)C 4,4'-[(3,4-dihydroxyphenyl)methylene]bis(2,3,6-trimethylphenol)